ClC=1C=C(C=CC1C#N)N1C[C@H](N(C[C@@H]1C)C(=O)NC=1C=NC(=CC1)N1CCC(CC1)C=O)C (2R,5S)-4-(3-Chloro-4-cyanophenyl)-N-(6-(4-formylpiperidin-1-yl)pyridin-3-yl)-2,5-dimethylpiperazine-1-carboxamide